9-(heptyloxy)-7-(2-(2-methoxyethoxy)ethoxy)-N-phenyl-9H-carbazol-2-amine C(CCCCCC)ON1C2=CC(=CC=C2C=2C=CC(=CC12)NC1=CC=CC=C1)OCCOCCOC